C1(CC1)CN1C(=CC=2C1=NC=CC2)I 1-(cyclopropyl-methyl)-2-iodo-1H-pyrrolo[2,3-b]pyridine